6-((5-(2,5-dimethylpyridin-3-yl)-7-(2-(ethyl(methyl)amino)ethyl)-1-oxo-3,4-dihydroisoquinolin-2(1H)-yl)methyl)-4-ethoxynicotinonitrile CC1=NC=C(C=C1C1=C2CCN(C(C2=CC(=C1)CCN(C)CC)=O)CC1=NC=C(C#N)C(=C1)OCC)C